N,N'-bis[(dimethylamino)ethyl]-N,N'-dimethylethylenediamine CN(C)CCN(CCN(C)CCN(C)C)C